ClC1=CC=C(C2=C1C=C(O2)C)C(=O)NC2=NC(=CC=C2)C2CCNCC2 4-chloro-2-methyl-N-(6-(piperidin-4-yl)pyridin-2-yl)benzofuran-7-carboxamide